N-(3-(6-amino-5-(2-(N-methylacrylamido)ethoxy)pyrimidin-4-yl)-5-fluoro-2-methylphenyl)-6-fluorospiro[chromane-4,1'-cyclopropane]-7-carboxamide NC1=C(C(=NC=N1)C=1C(=C(C=C(C1)F)NC(=O)C1=C(C=C2C(=C1)OCCC21CC1)F)C)OCCN(C(C=C)=O)C